Methyl 2-fluoro-2-(2-(N-(4-methoxybenzyl)cyclopropanesulfonamido)pyrimidin-4-yl)butanoate FC(C(=O)OC)(CC)C1=NC(=NC=C1)N(S(=O)(=O)C1CC1)CC1=CC=C(C=C1)OC